O1C(=NC2=C1C=CC=C2)C2=CC=C(C=C2)NC2=CC=C(C=C2)C2=CC1=CC=CC=C1C=C2 (4-benzoxazol-2-yl-phenyl)-(4-naphthalen-2-yl-phenyl)-amine